(1s,4s)-2'-bromo-4-(3-chloroanilino)-4',5'-difluorospiro[cyclohexane-1,1'-indene]-4-carboxylic acid methyl ester COC(=O)C1(CCC2(C(=CC3=C(C(=CC=C23)F)F)Br)CC1)NC1=CC(=CC=C1)Cl